6-Fluoro-5-[4-[(2-methoxy-5-methyl-3-oxo-4H-quinoxalin-6-yl)methyl]piperazin-1-yl]-N-methyl-pyridine-2-carboxamide FC1=C(C=CC(=N1)C(=O)NC)N1CCN(CC1)CC=1C(=C2NC(C(=NC2=CC1)OC)=O)C